C=CCCCCCCCCCCCCCCCCCCCCCCCCCCCCCCCCCCCCCCCCCC 1-tetratetracontene